COC(=O)C=1NC2=C(C=NC=3C=CC=CC23)N1 1H-imidazo[4,5-c]Quinoline-2-carboxylic acid methyl ester